tert-Butyl 2-(pyridin-2-yloxy)ethylcarbamate N1=C(C=CC=C1)OCCNC(OC(C)(C)C)=O